BrC=1C=CC2=C(C(CC3=NC=CC=C3O2)CNC(OC(C)(C)C)=O)C1 tert-butyl ((8-bromo-10,11-dihydrobenzo[6,7]oxepino[3,2-b]pyridin-10-yl)methyl)carbamate